(1s,4s)-4-((2-((2-(1-(Cyclopropylsulfonyl)-1H-pyrazol-4-yl)pyrimidin-4-yl)amino)-5-((1-methyl-1H-pyrazol-4-yl)ethynyl)pyridin-4-yl)amino)cyclohexan-1-ol C1(CC1)S(=O)(=O)N1N=CC(=C1)C1=NC=CC(=N1)NC1=NC=C(C(=C1)NC1CCC(CC1)O)C#CC=1C=NN(C1)C